1-(4-methoxybenzyl)-3-methyl-1H-pyrazolo[4,3-b]pyridine-5,7-diol COC1=CC=C(CN2N=C(C3=NC(=CC(=C32)O)O)C)C=C1